2-((2-methylthiazol-4-yl)methyl)-6-(phenylsulfonyl)phthalazin-1(2H)-one CC=1SC=C(N1)CN1C(C2=CC=C(C=C2C=N1)S(=O)(=O)C1=CC=CC=C1)=O